1-benzyl 2-methyl 5-(fluoromethyl)pyrrolidine-1,2-dicarboxylate FCC1CCC(N1C(=O)OCC1=CC=CC=C1)C(=O)OC